C(C)(C)(C)OC(=O)N1CC(C1)C12CC(C1)(C2)N2N=C(C=C2C2CC2)C.ClC2=C(C=CC=C2)CC(=O)NC2=CC(=C(C=C2)OC2=CC(=CC=C2)F)S(N)(=O)=O 2-(2-chlorophenyl)-N-[4-(3-fluorophenoxy)-3-sulfamylphenyl]acetamide tert-butyl-3-[3-(5-cyclopropyl-3-methyl-pyrazol-1-yl)-1-bicyclo[1.1.1]pentanyl]azetidine-1-carboxylate